N[C@H](C(F)(F)C1=C(C=2N=NC=C(C2S1)NCC=1SC=CC1)C)C 6-[(2S)-2-amino-1,1-difluoropropyl]-7-methyl-N-(thiophen-2-ylmethyl)thieno[3,2-c]pyridazin-4-amine